phenyl-dithioacetic acid C1(=CC=CC=C1)CC(=S)S